N1=CC=C(C=C1)C=1N=C(C2=C(N1)C=NC=C2OS(=O)(=O)C2=C(C=C(C=C2C(C)C)C(C)C)C(C)C)N2CCC1(CCN(C1)C(=O)OC(C)(C)C)CC2 tert-butyl 8-[2-(4-pyridyl)-5-(2,4,6-triisopropylphenyl) sulfonyloxy-pyrido[3,4-d]pyrimidin-4-yl]-2,8-diazaspiro[4.5]decane-2-carboxylate